FC(C1(CC1)C#CC1=NC(=NC(=N1)NC(CF)C)N[C@@H](C(F)(F)F)C)F 6-((1-(Difluoromethyl)cyclopropyl)ethynyl)-N2-(1-fluoroprop-2-yl)-N4-((R)-1,1,1-trifluoropropan-2-yl)-1,3,5-triazine-2,4-diamine